FC=1C=C(C=CC1C#N)C1=CC=C(S1)C=O 5-(3-fluoro-4-cyanophenyl)-thiophene-2-carbaldehyde